4-(6-methyl-7-(4-(piperazin-1-yl)phenyl)imidazo[1,2-b]pyridazin-3-yl)-1,8-naphthyridine CC=1C(=CC=2N(N1)C(=CN2)C2=CC=NC1=NC=CC=C21)C2=CC=C(C=C2)N2CCNCC2